O=C1NC(CCC1N1C(C2=CC=CC(=C2C1=O)N1CC(CC1)C=O)=O)=O 1-(2-(2,6-Dioxopiperidin-3-yl)-1,3-dioxoisoindolin-4-yl)pyrrolidine-3-carbaldehyde